4-[(6,7-dimethoxyquinolin-4-yl)oxy]-3,5-difluoroaniline COC=1C=C2C(=CC=NC2=CC1OC)OC1=C(C=C(N)C=C1F)F